O[C@H]1[C@H](N)[C@@H](O)[C@@H](O)[C@H](O1)CO Beta-D-Galactosamin